N1-(4-amino-1,3-dihydrofuro[3,4-c]pyridin-7-yl)-N2-(1-(3-fluoropyridin-2-yl)ethyl)-N2-(pyrazolo[1,5-a]pyridin-6-ylmethyl)oxalamide NC1=NC=C(C2=C1COC2)NC(C(=O)N(CC=2C=CC=1N(C2)N=CC1)C(C)C1=NC=CC=C1F)=O